FC1=C(C(=C(C(=C1F)F)F)F)OS(=O)(=O)C=1C=C2C=CC(N(C2=CC1)C1=C(C=C(C(=C1)Cl)Br)OC)=O (P)-1-(4-bromo-5-chloro-2-methoxyphenyl)-2-oxo-1,2-dihydroquinoline-6-sulfonic acid perfluorophenyl ester